5-[4-(cyclopropylamino)-1-piperidyl]-N-(2,8-dimethylimidazo[1,2-b]pyridazin-6-yl)cinnoline-8-carboxamide C1(CC1)NC1CCN(CC1)C1=C2C=CN=NC2=C(C=C1)C(=O)NC=1C=C(C=2N(N1)C=C(N2)C)C